Butyl Acrylate Isooctyl-Acrylate phosphomorpholinate P(=O)(=O)C1N(CCOC1)C(=O)O.C(CCCCC(C)C)OC(C=C)=O.C(C=C)(=O)OCCCC